OC(=O)C(F)(F)F.CNC(=O)C1CNCC1 N-methylpyrrolidine-3-carboxamide TFA salt